BrC1=C(SC=2C3=C(NC21)SC=C3)Br dibromodi-thienopyrrole